ClC1=CC=C(C=C1)C(C(C(=O)[O-])(C(=O)[O-])O)SC\C=C\C(=O)OCC (E)-2-((4-chlorophenyl) ((4-ethoxy-4-oxobut-2-en-1-yl) thio) methyl)-2-hydroxymalonate